FC1=C(C=C2C=C(N=CC2=C1NC(O[C@H]1COCC1)=O)NC(OC(C)(C)C)=O)C=1C=NC=2CC(CNC2C1C)CO tert-Butyl ((R)-tetrahydrofuran-3-yl) (7-fluoro-6-(7-(hydroxymethyl)-4-methyl-5,6,7,8-tetrahydro-1,5-naphthyridin-3-yl)isoquinoline-3,8-diyl)dicarbamate